C(C)(C)[S@](=O)(=N)C1=CC=C(NC=2C(=NC(=C(N2)NC)C=2C3=C(C=NC2)N(C=N3)C)C(=O)N)C=C1 |o1:3| rel-(R)-3-[4-(Isopropylsulfonimidoyl)anilino]-5-(methylamino)-6-(3-methylimidazo[4,5-c]pyridin-7-yl)pyrazine-2-carboxamide